C(#CC)C1CCN(CC1)C(=O)OC(C)(C)C tert-Butyl 4-(prop-1-yn-1-yl)piperidine-1-carboxylate